N-(3-(1-isopropyl-2-methyl-1H-imidazo[4,5-c]pyridin-6-yl)-1H-pyrrolo[2,3-b]pyridin-6-yl)isonicotinamide C(C)(C)N1C(=NC=2C=NC(=CC21)C2=CNC1=NC(=CC=C12)NC(C1=CC=NC=C1)=O)C